ClC1=CC=C(C=C1)NC(N(C)C)=O 3-(4-Chlorophenyl)-1,1-dimethylurea